BrC=1C=C2C(=NC=NC2=CC1)NC=1C(=NC=C(C1)C#C[Si](C)(C)C)F 6-bromo-N-[2-fluoro-5-(2-trimethylsilylethynyl)-3-pyridyl]quinazolin-4-amine